BrC=1C=NC(=C(C#N)C1)OC 5-bromo-2-methoxynicotinonitrile